4-amino-1-(3,6-dihydro-2H-pyran-4-yl)-3-nitropyridin-2(1H)-one NC1=C(C(N(C=C1)C=1CCOCC1)=O)[N+](=O)[O-]